CC=1NC2=CC(=C(C=C2C1C1=NC(=NC=C1)Cl)Cl)Cl methyl-3-(2-chloro-4-pyrimidinyl)-5,6-dichloroindole